FC1=C(C=CC(=C1)F)S(=O)(=O)NC=1C(=NC=C(C1)C=1C=C2C(=CC=NC2=CC1)C1CCN(CC1)C(\C=C\C(C)=O)=O)OC (E)-2,4-difluoro-N-(2-methoxy-5-(4-(1-(4-oxopent-2-enoyl)piperidin-4-yl)quinolin-6-yl)pyridin-3-yl)benzenesulfonamide